C(C)OC(CCC(=O)N1CC2=CC(=C(C(=C2C1)F)O)Br)=O 4-(6-bromo-4-fluoro-5-hydroxyisoindolin-2-yl)-4-oxobutanoic acid ethyl ester